[Fe].[Nd] neodymium iron